ClC=1C(=C(C(=CC1)N1N=NN=C1)NN(C(C(=O)NC1=C(C(=O)O)C=CC=C1)CC1=CC=CC=C1)C(C=O)=O)F 2-(2-(((3-chloro-2-fluoro-6-(1H-tetrazol-1-yl)phenyl)amino)-2-oxoacetylamino)-3-phenylpropionamido)benzoic acid